ClC1=CC(=C2C(=N1)N(N=N2)[C@H]2[C@@H]([C@@H]([C@H](O2)COC(CO)(C)P(O)(O)=O)O)O)NC2CCCC2 (2-(((2R,3S,4R,5R)-5-(5-chloro-7-(cyclopentylamino)-3H-[1,2,3]triazolo[4,5-b]pyridin-3-yl)-3,4-dihydroxytetrahydrofuran-2-yl)methoxy)-1-hydroxypropan-2-yl)phosphonic acid